FC=1C=C(C=C(C1)F)CNC(=O)C1(C(N(CC1)C=1C=C2C=C(NC2=CC1)C(=O)NCCCCCCCCCCCCCCNC=1C=C2C(N(C(C2=CC1)=O)C1C(NC(CC1)=O)=O)=O)=O)O 5-[3-[(3,5-difluorophenyl)methylcarbamoyl]-3-hydroxy-2-oxo-pyrrolidin-1-yl]-N-[14-[[2-(2,6-dioxo-3-piperidyl)-1,3-dioxo-isoindolin-5-yl]amino]tetradecyl]-1H-indole-2-carboxamide